(3-(((tert-butyldimethylsilyl)oxy)methyl)-4-((5-chloro-4-((2-cyanocyclohexyl)amino)pyrimidin-2-yl)amino)-6-fluorophenyl)boronic acid [Si](C)(C)(C(C)(C)C)OCC=1C=C(C(=CC1NC1=NC=C(C(=N1)NC1C(CCCC1)C#N)Cl)F)B(O)O